2-(3-(2-(2-((2-(2,6-dioxopiperidin-3-yl)-1,3-dioxoisoindolin-4-yl)amino)ethoxy)ethoxy)phenyl)-N-(5-methyl-4-(1-(2-methylnicotinoyl)indolin-5-yl)thiazol-2-yl)acetamide O=C1NC(CCC1N1C(C2=CC=CC(=C2C1=O)NCCOCCOC=1C=C(C=CC1)CC(=O)NC=1SC(=C(N1)C=1C=C2CCN(C2=CC1)C(C1=C(N=CC=C1)C)=O)C)=O)=O